(S)-3-cyclopropyl-N-(3-(1-((2-ethyl-2H-pyrazolo[3,4-b]pyrazin-6-yl)amino)ethyl)phenyl)-4-((4-methylpiperazin-1-yl)methyl)benzamide C1(CC1)C=1C=C(C(=O)NC2=CC(=CC=C2)[C@H](C)NC=2C=NC=3C(N2)=NN(C3)CC)C=CC1CN1CCN(CC1)C